FC(C(=O)O)(F)F.FN1C(N(C2=C1C=C(C=C2)C(=O)NCC=2C=NC(=CC2)OC2=C(C=CC=C2)F)C)=O fluoro-N-((6-(2-fluorophenoxy)pyridin-3-yl)methyl)-1-methyl-2-oxo-2,3-dihydro-1H-benzimidazole-5-carboxamide trifluoroacetate salt